(R)-9-nitro-1,2,4a,5-tetrahydrobenzo[b]pyrazino[1,2-d][1,4]oxazine-3(4H)-carboxylic acid tert-butyl ester C(C)(C)(C)OC(=O)N1C[C@H]2N(C3=C(OC2)C=CC(=C3)[N+](=O)[O-])CC1